C(C)(C)(C)OC(=O)N1CCN(CC1)C1=C(C(=O)O)C=C(C=C1)[N+](=O)[O-] 2-(4-tert-Butoxycarbonylpiperazino)-5-nitrobenzoic acid